4-[(3S)-3-amino-3-methylpyrrolidin-1-yl]-6-cyano-N-cyclohexyl-5-(3,5-difluorophenyl)pyridine-3-carboxamide N[C@@]1(CN(CC1)C1=C(C=NC(=C1C1=CC(=CC(=C1)F)F)C#N)C(=O)NC1CCCCC1)C